C(C)(C)(C)[C@H]1CC(N(C1)C1=NC(=CC=C1C(=O)NS(=O)(=O)C=1C(=NN(C1)C)C)N1N=C(C=C1)OCC1(CC1)C(F)(F)F)(C)C |r| Racemic-2-(4-tert-butyl-2,2-dimethyl-pyrrolidin-1-yl)-N-(1,3-dimethylpyrazol-4-yl)sulfonyl-6-[3-[[1-(trifluoromethyl)cyclopropyl]methoxy]pyrazol-1-yl]pyridine-3-carboxamide